C(CC[C@@H](C(=O)O)NC(=O)C1CC=C(NCC2=CN=C3N=C(N)NC(=O)C3=N2)C=C1)(=O)[O-] di-hydrofolate